3-(4-bromo-2-fluorobenzoyl)pyrrolidine-1-carboxylic acid tert-butyl ester C(C)(C)(C)OC(=O)N1CC(CC1)C(C1=C(C=C(C=C1)Br)F)=O